C(=O)(O)CC=1N=C(OC1)C=1C=C(COC2=C(CNC(C(=O)O)(CO)C)C=C(C(=C2)OCC2=C(C(=CC=C2)C2=CC3=C(OCCO3)C=C2)C)Cl)C=CC1 ((2-((3-(4-(Carboxymethyl)oxazol-2-yl)benzyl)oxy)5-chloro-4-((3-(2,3-dihydrobenzo[b][1,4]dioxin-6-yl)-2-methylbenzyl)oxy)benzyl)amino)-3-hydroxy-2-methylpropanoic acid